CC1(CCC(CC1)C=1OC2=C(N1)C=CC(=C2)OC\C(\CN)=C\F)C (E)-2-(((2-(4,4-dimethyl-cyclohexyl)benzo[d]oxazol-6-yl)oxy)methyl)-3-fluoroprop-2-en-1-amine